COCCCOC=1C=CC(=NC1)CO (5-(3-Methoxypropoxy)pyridin-2-yl)methanol